ClC1=CC(=C(C(=C1)C)C=1C(NC2(CCC3(C(CCC3=O)=O)CC2)C1O)=O)C 11-(4-chloro-2,6-dimethylphenyl)-12-hydroxy-1,4-dioxo-9-azadispiro[4.2.4.2]tetradeca-11-en-10-one